BrC1=CC(=C(C2=CC=CC=C12)N)F 4-bromo-2-fluoronaphthalene-1-amine